C(C)(C)(C)OC(=O)NCC1=C(C(=C(C(=O)O)C=C1)CO)F 4-({[(tert-butoxy)carbonyl]amino}methyl)-3-fluoro-2-(hydroxymethyl)benzoic acid